N-(2-ACETYLPHENYL)-2-BROMOACETAMIDE C(C)(=O)C1=C(C=CC=C1)NC(CBr)=O